N-(meta-methoxyphenyl)fumaric acid amide COC=1C=C(C=CC1)NC(\C=C\C(=O)O)=O